(1R,2S)-1-(5-chloropyrimidin-2-yl)-N-(4-(2,6-dimethoxyphenyl)-5-((1r,3S)-3-(trifluoromethyl)cyclobutyl)-4H-1,2,4-triazol-3-yl)-1-methoxypropane-2-sulfonamide ClC=1C=NC(=NC1)[C@H]([C@H](C)S(=O)(=O)NC1=NN=C(N1C1=C(C=CC=C1OC)OC)C1CC(C1)C(F)(F)F)OC